C(C)C1=CC(=NN1)NC=1N=C(C2=C(N1)C=C(O2)C(=O)NC)N2CCOCC2 2-((5-ethyl-1H-pyrazol-3-yl)amino)-N-methyl-4-morpholinofuro[3,2-d]pyrimidine-6-carboxamide